C(CCCCCCCC=CCCCCCCCCC)(=O)O 9-nonadecaenoic acid